6-(hydroxymethyl)-7-methoxy-2,2-dimethyl-2H-chromen-5-ol OCC1=C(C=2C=CC(OC2C=C1OC)(C)C)O